ClC1=NC(=CC2=C1C=NN2COCC[Si](C)(C)C)C 2-[(4-chloro-6-methyl-pyrazolo[4,3-c]pyridin-1-yl)methoxy]ethyl-trimethyl-silane